C(C)(C)N1CC(N(C2(CC(C2)C(=O)NC)C1=O)CC1=CC=C(C=C1)C(F)(F)F)=O 8-isopropyl-N-methyl-6,9-dioxo-5-(4-(trifluoromethyl)benzyl)-5,8-diazaspiro[3.5]nonane-2-carboxamide